[Se].[Cu].[Sn] tin-copper-selenium